FC=1C=C(CC=2C=C3C(=NNC3=CC2)NC(C2=C(C=C(C=C2)N2CCN(CC2)CCCC2=CC=CC=3N(C=NC32)C3C(NC(CC3)=O)=O)NC3CCOCC3)=O)C=C(C1)F N-(5-(3,5-difluorobenzyl)-1H-indazol-3-yl)-4-(4-(3-(1-(2,6-dioxopiperidin-3-yl)-1H-benzo[d]imidazol-4-yl)propyl)piperazin-1-yl)-2-((tetrahydro-2H-pyran-4-yl)amino)benzamide